sodium (S)-3-(6-methoxybiphenyl-3-yl)-3-(3-(1-methyl-4-oxido-2-oxo-1,2-dihydropyridin-3-yl)ureido)propanoate COC1=CC=C(C=C1C1=CC=CC=C1)[C@H](CC(=O)[O-])NC(=O)NC=1C(N(C=CC1[O-])C)=O.[Na+].[Na+]